methyl (S)-2-((ethoxycarbonyl)amino)-3-(4-(4,4,5,5-tetramethyl-1,3,2-dioxaborolan-2-yl)-1H-indol-3-yl)propanoate C(C)OC(=O)N[C@H](C(=O)OC)CC1=CNC2=CC=CC(=C12)B1OC(C(O1)(C)C)(C)C